COC=1C=C(OC2CCNCC2)C=CC1[N+](=O)[O-] 4-(3-methoxy-4-nitrophenoxy)piperidine